1,1,4,4-tetrachlorobutadiene ClC(=CC=C(Cl)Cl)Cl